BrC1=CC=C(C=C1)[C@@]12CN(C[C@H]2C1)CC (1R,5S)-1-(4-bromophenyl)-3-ethyl-3-azabicyclo[3.1.0]hexane